N-ethyl-2,3-dihydroxybicyclo[3.1.0]Hexane-1-carboxamide C(C)NC(=O)C12C(C(CC2C1)O)O